4,6-dimethylphenoxy-titanium dichloride [Cl-].[Cl-].CC1=CC=C(O[Ti+2])C(=C1)C